6-((2-aminoethyl)disulfaneyl)nicotinamide NCCSSC1=NC=C(C(=O)N)C=C1